NC(C(=O)NC1=CC=C(C=C1)C1=C(C(=C(C=C1)N1CCN(CC1)C)NC1=NC=NC(=C1N)Cl)F)CC(C)C 2-amino-N-(3'-((5-amino-6-chloropyrimidin-4-yl)amino)-2'-fluoro-4'-(4-methylpiperazin-1-yl)-[1,1'-biphenyl]-4-yl)-4-methylpentanamide